rac-5-(((1S,2R)-2-((tert-butyldimethylsilyl)oxy)cyclopentyl)methoxy)-1,3,4-thiadiazol-2-amine [Si](C)(C)(C(C)(C)C)O[C@H]1[C@@H](CCC1)COC1=NN=C(S1)N |r|